3-chloro-5-((2,4-dichloro-phenylimino)meth-yl)phenyl isobutyrate C(C(C)C)(=O)OC1=CC(=CC(=C1)C=NC1=C(C=C(C=C1)Cl)Cl)Cl